C1(CC1)NC1=NC=CC(=C1)OC1=CC(=C(C=C1)NC1=NC=NC2=CC(=C(C=C12)NC1CCN(CC1)C(C=C)=O)OC)F 1-(4-((4-((4-((2-(cyclopropylamino)pyridin-4-yl)oxy)-2-fluorophenyl)amino)-7-methoxyquinazolin-6-yl)amino)piperidin-1-yl)prop-2-en-1-one